FC1=CC=C(C=C1)C=1C(=NN2C1N=C(NC2=O)S)C2CN(CCO2)C(=O)OC(C)(C)C tert-butyl 2-[8-(4-fluorophenyl)-4-oxo-2-sulfanyl-3H-pyrazolo[1,5-a][1,3,5]triazin-7-yl]morpholine-4-carboxylate